di(heptadecan-9-yl) 3,3'-((2-(4-methylpiperazin-1-yl)ethyl)azanediyl)dipropionate CN1CCN(CC1)CCN(CCC(=O)OC(CCCCCCCC)CCCCCCCC)CCC(=O)OC(CCCCCCCC)CCCCCCCC